6-(3,3-difluoropyrrolidin-1-yl)pyridin-3-amine FC1(CN(CC1)C1=CC=C(C=N1)N)F